N-[(1S)-2,2-dicyclopropyl-1-[[4-(5-cyclopropyl-3-methyl-imidazol-4-yl)phenyl]carbamoyl]ethyl]-2-isopropyl-pyrazole-3-carboxamide C1(CC1)C([C@@H](C(NC1=CC=C(C=C1)C=1N(C=NC1C1CC1)C)=O)NC(=O)C=1N(N=CC1)C(C)C)C1CC1